F[C@@H]1[C@@H](C1)C(=O)Cl |r| (±)-cis-2-fluorocyclopropanecarbonyl chloride